4,5-dihydrobenzo[b]imidazo[1,2-d][1,4]oxazepin-4-amine C1=CN=C2N1C1=C(OCC2N)C=CC=C1